1,2-bis-(3-aminopropyloxy)ethane NCCCOCCOCCCN